2-{1-[2-(3,5-difluoro-phenoxy)-propoxylimino]-propyl}-5-(2-ethylsulfanyl-propyl)-3-hydroxy-cyclohex-2-enone FC=1C=C(OC(CON=C(CC)C=2C(CC(CC2O)CC(C)SCC)=O)C)C=C(C1)F